NC1=CC=C(C(=O)N2CCCCC2)C=C1 (S)-1-(4-aminobenzoyl)piperidine